O1CNCC1 [1,3]oxazolidine